FC1=C(C=CC(=C1)F)CN(C(=O)NCC=1C=C2C=NN(C2=CC1)C)C1CCN(CC1)C 1-[(2,4-difluorophenyl)methyl]-3-[(1-methyl-1H-indazol-5-yl)methyl]-1-(1-methylpiperidin-4-yl)urea